C(C(=C)C)(=O)OCC1C(CCC1C)C 2,5-dimethyl-1-cyclopentylmethyl methacrylate